BrC=1N=CN(C1)C(C1=CC=CC=C1)(C1=CC=CC=C1)C1=CC=CC=C1 4-bromo-1-trityl-imidazole